(Z)-9-tetradecen-1-ol acetate C(C)(=O)OCCCCCCCC\C=C/CCCC